3-(6-phenylhexyl)benzene 2,3-dihydro-1,5-benzothiazepine-7-carboxylate S1CCC=NC2=C1C=CC(=C2)C(=O)O.C2(=CC=CC=C2)CCCCCCC=2C=CC=CC2